OC1=C(C(=O)C2=CC=C(C=C2)OCC)C=CC(=C1)OCCCC 2-hydroxy-4-n-butoxy-4'-ethoxybenzophenone